N1=CNC2=NC=CC(=C21)C=2C=NN(C2)C2=CC=C(C=N2)C(CCS(=O)(=O)NC)C(F)(F)F 3-(6-(4-(3H-imidazo[4,5-b]pyridin-7-yl)-1H-pyrazol-1-yl)pyridin-3-yl)-4,4,4-trifluoro-N-methylbutane-1-sulfonamide